2-(6-bromo-5-methoxypyridin-2-yl)propan-2-ol BrC1=C(C=CC(=N1)C(C)(C)O)OC